(4-(5-(3-(benzyl(methyl)amino)-3-carbonylpropyl)-1-methyl-1H-1,2,3-triazol-4-yl)-phenoxy)cyclohexane-1-carboxylic acid C(C1=CC=CC=C1)N(C(CCC1=C(N=NN1C)C1=CC=C(OC2(CCCCC2)C(=O)O)C=C1)=C=O)C